(1R*,3S*)-N-Methoxy-3-(methylsulfonamido)-1-(3-(pyrimidin-2-yl)benzyl)cyclopentane-1-carboxamide CONC(=O)[C@@]1(C[C@H](CC1)NS(=O)(=O)C)CC1=CC(=CC=C1)C1=NC=CC=N1 |o1:5,7|